FC1=CC=C(C=N1)NC=C1C(OC(OC1=O)(C)C)=O 5-[[(6-fluoropyridin-3-yl)amino]methylidene]-2,2-dimethyl-1,3-dioxane-4,6-dione